(6-(3-methyl-1H-pyrrolo[2,3-b]pyridin-5-yl)-8-((S)-pyrrolidin-2-yl)-3,4-dihydroisoquinolin-2(1H)-yl)((R)-3-methylmorpholine) CC1=CNC2=NC=C(C=C21)C=2C=C1CCN(CC1=C(C2)[C@H]2NCCC2)N2[C@@H](COCC2)C